FC=1C=C(CC2=CC(=NC=C2)N2N=CC(=C2)C(=O)N)C=C(C1)C(F)(F)F 1-(4-(3-fluoro-5-(trifluoromethyl)benzyl)pyridin-2-yl)-1H-pyrazole-4-carboxamide